C[Si](O)(C1=CC(=CC(=C1)B1OC(C(O1)(C)C)(C)C)C)C dimethyl-(3-methyl-5-(4,4,5,5-tetramethyl-1,3,2-dioxaborolan-2-yl)phenyl)silanol